O[C@@H]1CO[C@@H]([C@@H]([C@H]1O)O)CO (2S,3R,4S,5R,6R)-3,4,5-trihydroxy-6-(hydroxymethyl)tetrahydro-2H-pyran